N-(2-chloro-5-(oxazolo[4,5-b]pyridin-2-yl)phenyl)-2-(ethylthio)acetamide ClC1=C(C=C(C=C1)C=1OC=2C(=NC=CC2)N1)NC(CSCC)=O